4-methoxyphenyl-(phenyl)iodonium methyl-(2R)-2-amino-2-phenylacetate COC([C@@H](C1=CC=CC=C1)N)=O.COC1=CC=C(C=C1)[I+]C1=CC=CC=C1